O=C1N(C=NC2=CC=C(C=C12)C=1C=NC(=NC1)NC(CCCC)=O)CCC N-(5-(4-oxo-3-propyl-3,4-dihydro-quinazolin-6-yl)pyrimidin-2-yl)pentanamide